C(C)OC(=O)C=1OC2=C(C1N1C=NC(=C1)C1CC1)C=CC=C2 (4-cyclopropyl-1H-imidazol-1-yl)benzofuran-2-carboxylic acid ethyl ester